C(C1=CC=CC=C1)[N+]1=C(N(C(=C1C)C)C)C1=C(C=CC=C1C)C 3-benzyl-2-(2,6-dimethylphenyl)-1,4,5-trimethyl-1H-imidazol-3-ium